5,6-dimethyl-1,3-dihydrobenzo[c]selenophene CC1=CC2=C(C[Se]C2)C=C1C